4-(4,5-dimethoxypyridin-2-yl)-N-(4-methylpyridin-2-yl)thiazol-2-amine COC1=CC(=NC=C1OC)C=1N=C(SC1)NC1=NC=CC(=C1)C